t-butyl-peroxycumene C(C)(C)(C)OOC1=C(C=CC=C1)C(C)C